ClC1=C(C=CC2=C1C(=NC(C=1N2N=C(N1)N)C)C1=C(C=CC=C1F)F)Cl 7,8-dichloro-6-(2,6-difluorophenyl)-4-methyl-4H-[1,2,4]triazolo[1,5-a][1,4]benzodiazepine-2-Amine